Tetrabutylammonium carbonat C([O-])([O-])=O.C(CCC)[N+](CCCC)(CCCC)CCCC.C(CCC)[N+](CCCC)(CCCC)CCCC